8-(Chloromethyl)-9-cyclopropyl-2-(2-nitrophenyl)-6-oxo-2,3,4,6-tetrahydropyrido[2,1-b][1,3]thiazine-4-carboxylic acid ClCC=1C(=C2SC(CC(N2C(C1)=O)C(=O)O)C1=C(C=CC=C1)[N+](=O)[O-])C1CC1